N-((1H-benzo[d]imidazol-6-yl)methyl)-N-(3-methoxybenzyl)-4-(2-morpholinoethyl)oxazol-2-amine N1C=NC2=C1C=C(C=C2)CN(C=2OC=C(N2)CCN2CCOCC2)CC2=CC(=CC=C2)OC